ClC1=C(C=C(OCC(=O)NC23CC(C2)(C3)NC(=O)[C@@H]3OC2=C(CC3)C=C(C=C2)F)C=C1)F (2R)-N-{3-[2-(4-chloro-3-fluorophenoxy)acetamido]bicyclo[1.1.1]pentan-1-yl}-6-fluoro-3,4-dihydro-2H-1-benzopyran-2-carboxamide